ClC1=C(C#N)C=CC(=C1)OC1CCC(CC1)N 2-chloro-4-[[(1s,4s)-4-aminocyclohexyl]oxy]benzonitrile